N1=C(C=CC=C1)C(=O)C1=NC=CC=C1 bis(2-pyridinyl)methanone